5-vinyl-hexahydro-1,3,2-benzodioxathiolan-2-oxide C(=C)C1CC2C(OS(O2)=O)CC1